C(C)O[Si](OCC)(OCC)CCCNC(=O)OCC N-(tri-ethoxysilylpropyl)urethane